methanone O-acetyl oxime C(C)(=O)ON=C